dimethyl 1-(1-(naphthalen-1-yl)cyclopropyl)piperidine-4,4-dicarboxylate C1(=CC=CC2=CC=CC=C12)C1(CC1)N1CCC(CC1)(C(=O)OC)C(=O)OC